NCCNCCNCCC[Si](OC)(OC)OC 3-[2-(2-aminoethyl)aminoethyl]aminopropyltrimethoxysilane